10-(2-((4-methoxybenzyl)oxy)ethyl)nonadecan-1-ol COC1=CC=C(COCCC(CCCCCCCCCO)CCCCCCCCC)C=C1